BrC=1C=C(C=CC1)C1(CC(C1)OC)C1=NN=CN1C ((1r,3r)-1-(3-bromophenyl)-3-methoxycyclobutyl)-4-methyl-4H-1,2,4-triazole